C[Si](CCOCN1C=CC=2C1=NC=C(C2)N)(C)C ((2-(trimethylsilyl)ethoxy)methyl)-1H-pyrrolo[2,3-b]pyridin-5-amine